ClC1=C(C(=CC=C1)C#N)C1=C(C(=NC(=N1)NC1=CC(=C(C=C1)C1CCN(CC1)C)C)OC)C(=O)N (2-chloro-6-cyanophenyl)-4-methoxy-2-((3-methyl-4-(1-methylpiperidin-4-yl)phenyl)amino)pyrimidine-5-carboxamide